ClC=1C(=CC2=CN(N=C2C1)C([2H])([2H])[2H])NC1=NC(N(C(N1CC1=C(C=C(C(=C1)F)F)F)=O)CC1=NN(C=N1)C)=O (E)-6-((6-chloro-2-methyl-d3-2H-indazol-5-yl)amino)-3-((1-methyl-1H-1,2,4-triazol-3-yl)methyl)-1-(2,4,5-trifluorobenzyl)-1,3,5-triazinE-2,4-dione